4-cyano-1H-pyrrolo[2,3-b]pyridine-2-carbonyl chloride C(#N)C1=C2C(=NC=C1)NC(=C2)C(=O)Cl